N1C(=CC2=CC=CC=C12)NC=C1CNC2=CC=CC=C12 3-(indolylamino)methyleneindoline